C(C)(C)(C)OC(=O)N1CCC(=CC1)C1=CC=C(C=C1)Br.OCC1CCC(CC1)N1N=C2C=C(C(=CC2=C1)NC(=O)C1=NC=C(C=C1)C(F)(F)F)OC N-[2-[4-(hydroxymethyl)cyclohexyl]-6-methoxy-indazol-5-yl]-5-(trifluoromethyl)pyridine-2-carboxamide tert-Butyl-4-(4-bromophenyl)-3,6-dihydro-2H-pyridine-1-carboxylate